ClC=1C=CC(=C(C#N)C1)C1CN(C1)[C@H]1[C@H](CCCC1)OC=1C=C2CN(C(C2=CC1)=O)C1C(NC(CC1)=O)=O 5-chloro-2-(1-((1R,2S)-2-((2-(2,6-dioxopiperidin-3-yl)-1-oxoisoindolin-5-yl)oxy)cyclohexyl)azetidin-3-yl)benzonitrile